C1(CC1)C=1C=C(C(=NC1)CNC1CCC1)F N-((5-cyclopropyl-3-fluoropyridin-2-yl)methyl)cyclobutanamine